N1(CCC1)C=1C=C(C=2N(C1)N=C1C2C=NN1)C=1C=NC(=CC1)N1CC2N(C(C1)C2)CC=2C=NC(=CC2)OC 6-(azetidin-1-yl)-4-(6-(6-((6-methoxypyridin-3-yl)methyl)-3,6-diazabicyclo[3.1.1]heptan-3-yl)pyridin-3-yl)-1H-pyrazolo[3',4':3,4]pyrazolo[1,5-a]pyridine